ClC=1C=C(O[C@@H]2CN(CC2)C(=O)OC(C)(C)C)C=C(C1)O tert-Butyl (3S)-3-(3-chloro-5-hydroxy-phenoxy)pyrrolidine-1-carboxylate